BrC1=C(C=CC=C1)S(=O)(=O)N1[C@]2([C@H](C3=CC=CC=C13)O)OC(C=C2C2=CC=CC1=CC=CC=C21)=O (2S,3'S)-1'-((2-bromophenyl)sulfonyl)-3'-hydroxy-3-(naphthalen-1-yl)-5H-spiro[furan-2,2'-indoline]-5-one